2-fluoro-6-(4-fluorotetrahydropyran-4-yl)-3-methoxy-pyridine FC1=NC(=CC=C1OC)C1(CCOCC1)F